4-(benzo[b]thiophen-2-ylmethoxy)-3-methylaniline S1C2=C(C=C1COC1=C(C=C(N)C=C1)C)C=CC=C2